tert-butyl ((R)-6-((3S,4R)-4-(6-azaspiro[2.5]octane-6-carboxamido)-3-((thiophen-2-ylmethyl)carbamoyl)piperidin-1-yl)-5-amino-6-oxohexyl)carbamate C1CC12CCN(CC2)C(=O)N[C@H]2[C@H](CN(CC2)C([C@@H](CCCCNC(OC(C)(C)C)=O)N)=O)C(NCC=2SC=CC2)=O